(1S,3R)-3-amino-1-methylcyclohexanol N[C@H]1C[C@](CCC1)(O)C